C(CCC)C1CS(C2=C(N(C1)C1=CC=CC=C1)C=C(C(=C2)O\C=C(\C(=O)OCC)/F)SCC)(=O)=O ethyl (Z)-3-((3-butyl-7-(ethylthio)-1,1-dioxido-5-phenyl-2,3,4,5-tetrahydro-1,5-benzothiazepin-8-yl)oxy)-2-fluoroacrylate